tetramethyl-1,5-pentanediamine CC(C(N)(C)C)(CCCN)C